ClC=1C=C(C(=NC1)N1CCC2(CN(C2)C(=O)OC(C)(C)C)CC1)F tert-Butyl 7-(5-chloro-3-fluoro-2-pyridyl)-2,7-diazaspiro[3.5]nonane-2-carboxylate